(Z)-Isopropyl 7-((1R,2R,3R,5S)-3,5-dihydroxy-2-((R,E)-3-((2-(prop-2-yn-1-yl)pent-4-ynoyl)oxy)-4-(3-(trifluoromethyl)phenoxy)but-1-en-1-yl)cyclopentyl)hept-5-enoate O[C@H]1[C@@H]([C@H]([C@H](C1)O)C\C=C/CCCC(=O)OC(C)C)\C=C\[C@H](COC1=CC(=CC=C1)C(F)(F)F)OC(C(CC#C)CC#C)=O